(3,5-heptanedione) platinum (IV) [Pt+4].CCC(CC(CC)=O)=O